C(CCCCC)P(CCCCCC)CCCCCC tri-n-hexyl-phosphine